(E)-4-(2-ferrocenyl-2-(2,4-dimethoxyphenyl)vinyl)-1,2-dimethoxybenzene [C-]1(C=CC=C1)\C(=C/C1=CC(=C(C=C1)OC)OC)\C1=C(C=C(C=C1)OC)OC.[CH-]1C=CC=C1.[Fe+2]